FC(CS(=O)(=O)NC1=C(C=CC=C1)C1=CC=C2[C@@H]([C@H](COC2=C1)CC1=NC=CC=C1)O)(F)F 2,2,2-Trifluoro-N-(2-((3S,4R)-4-hydroxy-3-(pyridin-2-ylmethyl)chroman-7-yl)phenyl)ethansulfonamid